4-((1R,5S)-3,8-diazabicyclo[3.2.1]octan-3-yl)-7-(8-ethynyl-7-fluoronaphthalen-1-yl)-8-fluoro-2-(((2R,7aS)-2-fluorohexahydro-1H-pyrrolizin-7a-yl)methoxy)pyrido[4,3-d]pyrimidine [C@H]12CN(C[C@H](CC1)N2)C=2C1=C(N=C(N2)OC[C@]23CCCN3C[C@@H](C2)F)C(=C(N=C1)C1=CC=CC2=CC=C(C(=C12)C#C)F)F